2-Chloro-5-fluoro-3-methoxy-6-vinylpyridine ClC1=NC(=C(C=C1OC)F)C=C